N-Ethyl-saccharine C(C)N1S(=O)(=O)C2=CC=CC=C2C1=O